FC1=C(C=C(C(=C1)OC)C(=O)N1C=CC2=CC=CC=C12)N1C(NC=2C(C1=O)=C(SC2)C(=O)O)=O 3-{2-fluoro-5-[(indol-1-yl)carbonyl]-4-methoxyphenyl}-2,4-dioxo-1H-thieno[3,4-d]pyrimidine-5-carboxylic acid